ClC1=CC=C(C=C1)C=1C(=NC=NC1)N 5-(p-chlorophenyl)-4-pyrimidinamine